diphenyliodonium 2-(bicyclo[2.2.1]heptan-2-yl)-1,1,2,2-tetrafluoroethanesulfonate C12C(CC(CC1)C2)C(C(S(=O)(=O)[O-])(F)F)(F)F.C2(=CC=CC=C2)[I+]C2=CC=CC=C2